COC=1C=C(C=C2CCN(C(C12)=O)CC(F)(F)F)C1=CN=C2N1C=CC(=C2)OCC2(CNC2)C 8-methoxy-6-[7-[(3-methylazetidin-3-yl)methoxy]imidazo[1,2-a]pyridin-3-yl]-2-(2,2,2-trifluoroethyl)-3,4-dihydroisoquinolin-1-one